(-)-geraniol CC(C)=CCC\C(\C)=C\CO